trans-(4-((1H-benzo[d]imidazol-1-yl)methyl)cyclohexyl)((S)-3-(5-fluoropyridin-3-yl)isoxazolidin-2-yl)methanone N1(C=NC2=C1C=CC=C2)C[C@@H]2CC[C@H](CC2)C(=O)N2OCC[C@H]2C=2C=NC=C(C2)F